α-methylstyrene-acrylonitrile CC(C#N)=CC=CC1=CC=CC=C1